2'-(methoxymethyl)-[1,1'-biphenyl]-2-sulfonamide COCC1=C(C=CC=C1)C=1C(=CC=CC1)S(=O)(=O)N